2-ethyl methacrylate C(C(=C)C)(=O)OCC